tert-butyl 9-(3-((3'-((2-chloro-4-formyl-5-hydroxyphenoxy) methyl)-2,2'-dimethyl-[1,1'-biphenyl]-3-yl) oxy) propyl)-3,9-diazaspiro[5.5]undecane-3-carboxylate ClC1=C(OCC=2C(=C(C=CC2)C2=C(C(=CC=C2)OCCCN2CCC3(CCN(CC3)C(=O)OC(C)(C)C)CC2)C)C)C=C(C(=C1)C=O)O